C(C)C1=C(C=CC(=N1)N)C1=C(C=CC=C1)C=1C=NC(=CC1)F 6-ethyl-5-(2-(6-fluoropyridin-3-yl)phenyl)pyridin-2-amine